(2-((5-chloro-2-((3-methoxyphenyl)amino)pyrimidine-4-yl)amino)phenyl)dimethylphosphine oxide ClC=1C(=NC(=NC1)NC1=CC(=CC=C1)OC)NC1=C(C=CC=C1)P(C)(C)=O